γ-Methacryloxypropyltrihydroxysilan C(C(=C)C)(=O)OCCC[Si](O)(O)O